OC1=C(C(=CC(=C1)O)OC)C(\C=C\C1=CC=CC=C1)=O (E)-1-(2,4-dihydroxy-6-methoxyphenyl)-3-phenylpropan-2-en-1-one